C(CCCCCCC\C=C/CCCCCCCC)(=O)OC[C@@H](OC(CCCCCCCCCCCCCCC)=O)COP(=O)(O)OCC[N+](C)(C)C 1-Oleoyl-2-palmitoyl-sn-glycero-3-phosphorylcholine